5-bromo-2-chloro-N-(1-(2,4-dichlorophenyl)ethyl)pyrimidin-4-amine BrC=1C(=NC(=NC1)Cl)NC(C)C1=C(C=C(C=C1)Cl)Cl